FC1(CC(CC1)CCC1=NC2=C(N1C(=O)N)C=CC=C2N2CC1CCC(C2)N1C)F (2-(3,3-Difluorocyclopentyl)ethyl)-4-(8-methyl-3,8-diazabicyclo[3.2.1]octan-3-yl)-1H-benzo[d]imidazole-1-carboxamide